C(C)OC(=O)C=1OC2=C(C1C)C=C(C=C2)S(N(CC)C2=C(C=CC(=C2)N(C)C)CN(CC=2OC=CC2)C(C2=C(C=CC=C2)Cl)=O)(=O)=O 5-(N-(2-((2-chloro-N-(furan-2-ylmethyl)benzoylamino)methyl)-5-(dimethylamino)phenyl)-N-ethylsulfamoyl)-3-methylbenzofuran-2-carboxylic acid ethyl ester